PHENYLPIPERAZINAMIDE C1(=CC=CC=C1)C1N(CCNC1)C(=O)N